(NE)-N-{[(E)-piperidine-1-carbonyl]imino}piperidine-1-carboxamide C1CCN(CC1)C(=O)/N=N/C(=O)N2CCCCC2